CC=1C2=C(N=C(N1)N)NC=C2 4-methyl-7H-pyrrolo[2,3-d]pyrimidin-2-amine